5-methoxy-3-((6'-methyl-1-(2,2,2-trifluoroethyl)-6',7'-dihydrospiro[piperidine-4,5'-pyrrolo[3,4-b]pyridin]-2'-yl)amino)-6-(1-methyl-1H-benzo[d]imidazol-4-yl)picolinamide COC=1C=C(C(=NC1C1=CC=CC=2N(C=NC21)C)C(=O)N)NC2=CC=C1C(=N2)CN(C12CCN(CC2)CC(F)(F)F)C